2-((4-((tert-butoxycarbonyl)amino)butyl)amino)-5-carbamoylpyridine-3-thiolate C(C)(C)(C)OC(=O)NCCCCNC1=NC=C(C=C1[S-])C(N)=O